tert-butyl (6-((3-((2-(cyclopropanecarboxamido)-5-((methyl-d3)carbamoyl)pyridin-4-yl)amino)-2-methoxybenzamido)methyl)pyridin-3-yl)carbamate C1(CC1)C(=O)NC1=NC=C(C(=C1)NC=1C(=C(C(=O)NCC2=CC=C(C=N2)NC(OC(C)(C)C)=O)C=CC1)OC)C(NC([2H])([2H])[2H])=O